COC=1C=C(C=CC1OC)C=1NC2=CC=C(C=C2C1C(C)C)OCC(=O)NC1CCNCC1 2-((2-(3,4-dimethoxyphenyl)-3-isopropyl-1H-indol-5-yl)oxy)-N-(piperidin-4-yl)acetamide